(4-((5-chloro-4-(1,2,3,4-tetrahydroquinolin-7-yl)-7H-pyrrolo[2,3-d]pyrimidin-2-yl)amino)-3-methoxyphenyl)(morpholino)methanone ClC1=CNC=2N=C(N=C(C21)C2=CC=C1CCCNC1=C2)NC2=C(C=C(C=C2)C(=O)N2CCOCC2)OC